(2Z,4E,6E,8E)-9-(3-(2-cyanothiazol-4-yl)-2,6,6-trimethylcyclohex-1-en-1-yl)-3,7-dimethyl-N-phenylnona-2,4,6,8-tetraenamide C(#N)C=1SC=C(N1)C1C(=C(C(CC1)(C)C)/C=C/C(=C/C=C/C(=C\C(=O)NC1=CC=CC=C1)/C)/C)C